OC1=C(C=C(CNC(CCCCCCCC)=O)C=C1)OC N-(4-hydroxy-3-methoxybenzyl)nonanamide